1-(5-chloro-2-((6-methoxy-2-methyl-1,2,3,4-tetrahydroisoquinolin-7-yl)amino)pyrimidin-4-yl)indoline-3-carboxamide ClC=1C(=NC(=NC1)NC1=C(C=C2CCN(CC2=C1)C)OC)N1CC(C2=CC=CC=C12)C(=O)N